2-chloro-8-fluoro-5-(tetrahydro-2H-pyran-2-yloxy)quinoline ClC1=NC2=C(C=CC(=C2C=C1)OC1OCCCC1)F